FC(C(=O)O)(F)F.C1(=CC=CC=C1)CC(=O)N Phenylacetamide trifluoroacetate salt